N-(8-cyclopentyl-7H-purin-6-yl)-2-(3-fluoro-5-(1-(trifluoromethyl)-1H-pyrazol-4-yl)phenyl)acetamide C1(CCCC1)C1=NC2=NC=NC(=C2N1)NC(CC1=CC(=CC(=C1)C=1C=NN(C1)C(F)(F)F)F)=O